3-chloro-2-(2,4,4-trimethyl-1-piperidyl)aniline ClC=1C(=C(N)C=CC1)N1C(CC(CC1)(C)C)C